Ethyl 2-(2,6-dimethyl-4-((2-oxo-3-(4-(trifluoromethyl)phenyl)imidazolin-1-yl)methyl)phenoxy)butanoate CC1=C(OC(C(=O)OCC)CC)C(=CC(=C1)CN1C(N(CC1)C1=CC=C(C=C1)C(F)(F)F)=O)C